Cl.Cl.C(#N)C[C@H]1NCCNC1 (R)-2-cyanomethylpiperazine dihydrochloride